tert-butyl N-[3-cyclopropyl-5-[[2-[(2R,5S)-2-[2-[2-(dimethylamino)ethyl]-1,3-benzothiazol-5-yl]-5-methyl-1-piperidyl]-2-oxo-acetyl]amino]-2-pyridyl]carbamate C1(CC1)C=1C(=NC=C(C1)NC(C(=O)N1[C@H](CC[C@@H](C1)C)C=1C=CC2=C(N=C(S2)CCN(C)C)C1)=O)NC(OC(C)(C)C)=O